C(CC#C)C1(NNCCCC1)CCI 3-but-3-ynyl-3-(2-iodoethyl)diazepane